ETHYL-4,6,6-TRIMETHYL-1,3-CYCLOHEXADIENE C(C)C1=CC=C(CC1(C)C)C